ClC=1N=C(C2=C(N1)N(C(C2(C)C)=O)C=2C=NC(=CC2)OC2CCCCC2)Cl 2,4-dichloro-7-(6-(cyclohexyloxy)pyridin-3-yl)-5,5-dimethyl-5,7-dihydro-6H-pyrrolo[2,3-d]pyrimidin-6-one